[3-(2,3-dichlorophenyl)-6-(piperazine-1-yl)-1H-pyrazolo[3,4-b]pyrazine-5-yl]methanol ClC1=C(C=CC=C1Cl)C1=NNC2=NC(=C(N=C21)CO)N2CCNCC2